[Cu].NN1N=NC=C1 (1-amino-1,2,3-triazole) copper